N-[(R)-[4,5-dichloro-2-(prop-2-en-1-yloxy)phenyl]([1-[2-(oxetan-3-yloxy)acetyl]piperidin-4-yl])methyl]-2,2,2-trifluoroacetamide ClC1=CC(=C(C=C1Cl)[C@H](NC(C(F)(F)F)=O)C1CCN(CC1)C(COC1COC1)=O)OCC=C